C(C)(C)(C)C=1C(=C(C=C(C1)CCC(=O)O)C)O β-(5-tert-butyl-4-hydroxy-3-methylphenyl)-propionic acid